1-((2,6-dichloropyrimidin-4-yl)amino)-2-methylpropan-2-ol ClC1=NC(=CC(=N1)NCC(C)(O)C)Cl